4-(((2R,4S)-2-(((4-(aminomethyl)pyridin-2-yl)sulfonyl)methyl)-4-phenylpyrrolidin-1-yl)sulfonyl)thiomorpholine 1,1-dioxide NCC1=CC(=NC=C1)S(=O)(=O)C[C@@H]1N(C[C@@H](C1)C1=CC=CC=C1)S(=O)(=O)N1CCS(CC1)(=O)=O